[Sn].[Ca] calcium-tin salt